2,5-dichloro-1,3-thiazole-4-carboxylic acid chloride ClC=1SC(=C(N1)C(=O)Cl)Cl